N1CCC(CC1)C1=CC=CC=2N=CSC21 7-(piperidin-4-yl)-1,3-benzothiazole